(5-(3,5-difluorophenyl)-4,5-dihydro-1H-pyrazol-1-yl)(1-(4-(2-fluoro-5-(2-hydroxy-2-methylpropoxy)phenyl)pyridin-2-yl)piperidin-4-yl)methanone FC=1C=C(C=C(C1)F)C1CC=NN1C(=O)C1CCN(CC1)C1=NC=CC(=C1)C1=C(C=CC(=C1)OCC(C)(C)O)F